7-chloro-N-[4-(cyanomethyl)-2,5-difluoro-phenyl]-8-fluoro-imidazo[1,2-a]pyridine-3-sulfonamide ClC1=C(C=2N(C=C1)C(=CN2)S(=O)(=O)NC2=C(C=C(C(=C2)F)CC#N)F)F